5-chloropyridine-3-thiol ClC=1C=C(C=NC1)S